ClC1=C(C=CC(=C1)C=1CCN(CC1)C)O 2-chloro-4-(1-methyl-3,6-dihydro-2H-pyridin-4-yl)phenol